C1(CCC1)C(=O)N1[C@H]([C@H](CC1)NC(=O)C1OCCC1)CC=1C=C(C=CC1)C1=CC(=CC=C1)F N-{cis-1-(cyclobutanecarbonyl)-2-[(3'-fluoro[1,1'-biphenyl]-3-yl)methyl]pyrrolidin-3-yl}oxolane-2-carboxamide